ClC1=C(C(=CC=2NC(=NC21)C(O)C2=CC=C(C=C2)S(=O)(=O)CC)Cl)C2=CSC=C2 (4,6-dichloro-5-(thiophen-3-yl)-1H-benzo[d]imidazol-2-yl)(4-(ethylsulfonyl)phenyl)methanol